CN(C(CCCC#CC1=NSC(=N1)S(=O)(=O)C)=O)C N,N-dimethyl-6-(5-(methylsulfonyl)-1,2,4-thiadiazol-3-yl)hex-5-ynamide